3-(1'-((2,2-dimethyl-2,3-dihydrobenzofuran-4-yl)methyl)-7-oxo-5,7-dihydro-2H,6H-spiro[furo[2,3-f]isoindole-3,4'-piperidin]-6-yl)piperidine-2,6-dione CC1(OC2=C(C1)C(=CC=C2)CN2CCC1(CC2)COC2=CC=3C(N(CC3C=C21)C2C(NC(CC2)=O)=O)=O)C